(E)-3-(1,3-benzodioxol-5-yl)-N-(2-pyridyl)-N-(tetra-hydrofuran-2-ylmethyl)prop-2-enamide acryloyloxydecylhydrogenphosphate C(C=C)(=O)OCCCCCCCCCCOP(=O)(O)O.O1COC2=C1C=CC(=C2)/C=C/C(=O)N(CC2OCCC2)C2=NC=CC=C2